C[C@H]1OC[C@@H]1N1C(=CC2=C1N=C(N=C2)NC=2C(=NN(C2)C)OC(C)C)C#N 7-[(2r,3s)-2-methyl-oxetan-3-yl]-2-[(1-methyl-3-propan-2-yloxypyrazol-4-yl)amino]pyrrolo[2,3-d]pyrimidine-6-carbonitrile